CN(C(CCl)=O)C N,N-dimethyl-chloroacetamide